isopropyl ((((2R,3S,5R)-2-(chloromethyl)-3-hydroxy-5-(5-methyl-2,4-dioxo-3,4-dihydropyrimidin-1(2H)-yl)tetrahydrofuran-2-yl)methoxy)(phenoxy)phosphoryl)-L-alaninate ClC[C@@]1(O[C@H](C[C@@H]1O)N1C(NC(C(=C1)C)=O)=O)COP(=O)(OC1=CC=CC=C1)N[C@@H](C)C(=O)OC(C)C